CC1(CC(C1)NC(=O)C=1C=C(C2=C(C=3N(CCO2)C=NC3)C1)F)C N-(3,3-Dimethylcyclobutyl)-8-fluoro-5,6-dihydrobenzo[f]imidazo[1,5-d][1,4]oxazepine-10-carboxamide